N-[5-[5-(6-azaspiro[3.3]heptan-2-yloxy)-2-cyano-4-pyridyl]pyrazolo[1,5-a]pyridin-2-yl]cyclopropanecarboxamide C1C(CC12CNC2)OC=2C(=CC(=NC2)C#N)C2=CC=1N(C=C2)N=C(C1)NC(=O)C1CC1